5-(2-amino-6-chloro-pyrimidin-4-yl)-4-benzyl-2-methyl-pyrazole-3-carboxylic acid tert-butyl ester C(C)(C)(C)OC(=O)C=1N(N=C(C1CC1=CC=CC=C1)C1=NC(=NC(=C1)Cl)N)C